C(C)(C)(C)N1N=CC(=C1)C(=O)NCC(=O)OC methyl 2-[(1-tert-butylpyrazol-4-yl)formamido]acetate